C/C=C\\[C@@H]([C@@H](C1=C(C(=O)[C@@]2(O1)[C@H]([C@@](NC2=O)(C(=O)C3=CC=CC=C3)OC)O)C)O)O The molecule is an alkaloid that is the 14-nor derivative of pseurotin A. Isolated from Aspergillus sydowii, it exhibits antibacterial, antileishmanial and anticancer activities. It has a role as an antibacterial agent, an antineoplastic agent, an antileishmanial agent and an Aspergillus metabolite. It is an azaspiro compound, a lactam, an oxaspiro compound, a secondary alcohol and an alkaloid. It derives from a pseurotin A.